4-(2-fluorophenylethyl)-8-(2-fluorophenyl)-3,4-dihydrobenzo[f][1,4]oxazepin-5(2H)-one FC1=C(C=CC=C1)CCN1CCOC2=C(C1=O)C=CC(=C2)C2=C(C=CC=C2)F